CN(C1=CC=CC=C1)C1=NN=C2N1C1=CC(=CC=C1C=N2)C#N (methyl-(phenyl)amino)-[1,2,4]triazolo[4,3-a]quinazoline-8-carbonitrile